N1C(=CC=2C1=CN=CC2)CCC(=O)N2CCC(CC2)NC(C(CC(=O)N)N)=O N1-(1-(3-(pyrrolo[2,3-c]pyridinyl)propanoyl)piperidin-4-yl)-2-aminosuccinamide